C(C1=CC=CC=C1)OC(=O)N[C@@H]1[C@@H](CN(CC1)C(=O)OC(C)(C)C)C tert-Butyl (3R,4s)-4-(((benzyloxy)carbonyl)amino)-3-methylpiperidine-1-carboxylate